C(C)(=O)C1=NN(C2=CC=C(C=C12)C=1C=NC(=NC1)NC(C)C)CC(=O)N1[C@@H]2C[C@@H]2C[C@H]1C(=O)NC1=NC(=CC=C1)Br (1R,3S,5R)-2-(2-(3-acetyl-5-(2-(isopropylamino)pyrimidin-5-yl)-1H-indazol-1-yl)acetyl)-N-(6-bromopyridin-2-yl)-2-azabicyclo[3.1.0]hexane-3-carboxamide